((3,5-dichloro-4-((2a-methyl-2-oxo-1,2,2a,3,4,5-hexahydrobenzo[cd]indol-6-yl)oxy)phenoxy)methyl)-1,2,4-oxadiazol-5(4H)-one ClC=1C=C(OCC2=NOC(N2)=O)C=C(C1OC1=C2C=3C(C(NC3C=C1)=O)(CCC2)C)Cl